F[C@H]1[C@@H]2CCC[C@H](C[C@H]1OC1=CN=C(N=N1)C1=C(C=C(C=C1)C=1C=NN(C1)C)O)N2 2-(6-(((1S,2S,3R,5R)-2-fluoro-9-azabicyclo[3.3.1]non-3-yl)oxy)-1,2,4-triazin-3-yl)-5-(1-methyl-1H-pyrazol-4-yl)phenol